C(C)OC(CC1=CC(=C(C=C1)Br)F)=O (4-bromo-3-fluorophenyl)acetic acid ethyl ester